ClC=1C=CC(=NC1)C(=C1CCN(CC1)C(=O)OC(C)(C)C)C#N tert-butyl 4-[(5-chloro-pyridin-2-yl)(cyano)methylene]piperidine-1-carboxylate